[Cu].[Ti].FC(=C)F 1,1-DIFLUORoETHEN titanium Copper